ClC1=CC=C2C=CC(=NC2=C1)C=CC=1C=C(C=CC1)C(SCCC(=O)O)SCCC(=O)N(C)C 3-([3-(2-[7-chloro-2-quinolinyl]ethenyl)phenyl-(3-dimethylamino-3-oxopropyl)thio-methyl]thio)propanoic acid